CC(C(=O)NC(C(=O)O)CCN(CCCCC1=NC=2NCCCC2C=C1)CCOC)(C)C 2-(2,2-dimethylpropanoylamino)-4-[2-methoxyethyl-[4-(5,6,7,8-tetrahydro-1,8-naphthyridin-2-yl)butyl]amino]butanoic acid